C(C)OC(CC(N[C@@H]1C[C@H](C=2C1=CC(=C1C=C(N=CC21)C2CC2)S(NCC(C)C)(=O)=O)NC2=NC1=C(N2)C=CC=C1)=O)=O |r| 3-oxo-3-[[trans-(7RS,9RS)-9-(1H-benzimidazol-2-ylamino)-3-cyclopropyl-5-(2-methylpropylsulfamoyl)-8,9-dihydro-7H-cyclopenta[H]isoquinolin-7-yl]amino]propanoic acid ethyl ester